CC1=CC=C(C=C1)S(=O)(=O)OCCCCCCCN(C)C(=O)OC(C)(C)C 7-((tert-Butoxycarbonyl)(methyl)amino)heptyl 4-methylbenzenesulfonate